(S)-1-(4-cyanopyridin-2-yl)-N-((R)-1-((3,3-difluorocyclobutyl)carbamoyl)-4-fluoro-2,3-dihydro-1H-inden-1-yl)-N-(3-fluorophenyl)-5-oxopyrrolidine-2-carboxamide C(#N)C1=CC(=NC=C1)N1[C@@H](CCC1=O)C(=O)N(C1=CC(=CC=C1)F)[C@@]1(CCC2=C(C=CC=C12)F)C(NC1CC(C1)(F)F)=O